2-((4-(2,6-dimethylpyridin-3-yl)-1-oxo-1,2-dihydroisoquinolin-7-yl)oxy)acetonitrile CC1=NC(=CC=C1C1=CNC(C2=CC(=CC=C12)OCC#N)=O)C